COC=1C(=C(CC#N)C=CC1OC)[N+]#[C-] 3,4-dimethoxy-o-isocyano-benzyl cyanide